ClC=1C=CC(=C(C1)C1C(C1)C(=O)OCC)[N+](=O)[O-] ethyl 2-(5-chloro-2-nitrophenyl)cyclopropane-1-carboxylate